Cl.COC1=CC=C(OCCC(C=2SC=CC2)N(C)C)C=C1 3-(4-Methoxyphenoxy)-1-(thien-2-yl)-N,N-dimethylpropylamine hydrochloride